5-{2-amino-[1,2,4]triazolo-[1,5-a]pyridin-7-yl}-N-{[2-(cyclopentyloxy)-6-fluoro-phenyl]methyl}-2-methoxy-6-methylpyridine-3-carboxamide NC1=NN2C(C=C(C=C2)C=2C=C(C(=NC2C)OC)C(=O)NCC2=C(C=CC=C2F)OC2CCCC2)=N1